ClC1=CC=C(CN2C=3N(C=C(C2=O)NC(=O)C2CCOCC2)N=C(C3)C3=CC=C(C=C3)OC3=NC=CC=C3)C=C1 N-(4-(4-chlorobenzyl)-5-oxo-2-(4-(pyridin-2-yloxy)phenyl)-4,5-dihydropyrazolo[1,5-a]pyrimidin-6-yl)tetrahydro-2H-pyran-4-carboxamide